BrC1=CC(=NC=C1)NC(CCN1CCOC2(CNC2)C1)=O N-(4-bromopyridin-2-yl)-3-{5-oxa-2,8-diazaspiro[3.5]non-8-yl}propionamide